5,7-dihydroxy-8-(pyrrolidin-3-yloxy)-2-(4-(piperazin-1-yl)phenyl)-4H-chromen-4-one OC1=C2C(C=C(OC2=C(C(=C1)O)OC1CNCC1)C1=CC=C(C=C1)N1CCNCC1)=O